S1C(=NC=C1)OC1=C(C=CC=C1)C1CCN(CC1)C1CC2(CN(C2)C=O)CC1 (6-(4-(2-(thiazol-2-yloxy)phenyl)piperidin-1-yl)-2-azaspiro[3.4]oct-2-yl)methanone